C1(=CC=CC=C1)C(C(=O)N1CCC12CCN(CC2)C(=O)OC(C)(C)C)C2=CC=CC=C2 tert-butyl 1-(2,2-diphenylacetyl)-1,7-diazaspiro[3.5]nonane-7-carboxylate